2-decanoylthioethyltriethoxysilane C(CCCCCCCCC)(=O)SCC[Si](OCC)(OCC)OCC